FC(C1=CC=C(C=N1)NC(=O)[C@H]1CC12CCN(CC2)C(=O)OC(C(F)(F)F)C(F)(F)F)(F)F 1,1,1,3,3,3-hexafluoropropan-2-yl (S)-1-((6-(trifluoromethyl)pyridin-3-yl)carbamoyl)-6-azaspiro[2.5]octane-6-carboxylate